(+/-)-(cis)-4-(4-methoxyphenyl)-2-methylpiperidine-1,3-dicarboxylic acid 3-ethyl ester C(C)OC(=O)C1C(N(CCC1C1=CC=C(C=C1)OC)C(=O)O)C